N(=[N+]=[N-])CCOCCOC1N(C2=C(N1CC1=CC=CC=C1)C=CC=C2)CC2=CC=CC=C2 2-(2-(azidoethoxy)ethoxy)-1,3-dibenzyl-1H-benzo[d]imidazole